(2S)-Isopropyl 2-((2,3-dihydro-1H-inden-5-yloxy)((5-hydroxy-4-(hydroxymethyl)-6-methylpyridin-3-yl)methoxy)phosphorylamino)propanoate C1CCC2=CC(=CC=C12)OP(=O)(OCC=1C=NC(=C(C1CO)O)C)N[C@H](C(=O)OC(C)C)C